(2-hydroxy-prop-2-yl)-4-methylpiperazine-1-carboxylic acid tert-butyl ester C(C)(C)(C)OC(=O)N1C(CN(CC1)C)C(C)(C)O